2-(4-(2-acetyl-5-chlorophenyl)-5-methoxy-2-oxopyridin-1(2H)-yl)-3-((1R,4R)-4-((tert-butyldimethylsilyl)oxy)cyclohexyl)propanoic acid C(C)(=O)C1=C(C=C(C=C1)Cl)C1=CC(N(C=C1OC)C(C(=O)O)CC1CCC(CC1)O[Si](C)(C)C(C)(C)C)=O